FC(C=1C(=C(C=CC1)[C@@H](C)NC=1N=NC(=C2C1CN(C=C2)C2(CC2)C)C)C)F (R)-4-((1-(3-(difluoromethyl)-2-methylphenyl)ethyl)amino)-1-methyl-6-(1-methylcyclopropyl)pyrido[3,4-d]pyridazin